ClC1=NC(=C(C=C1CCC(=O)O)F)Cl 2,6-dichloro-5-fluoro-3-pyridinepropionic acid